FC1=C(C=CC=C1F)CN1C(CCC1=O)CC(=O)NC1=NC=NN1C 2-[1-[(2,3-difluorophenyl)methyl]-5-oxopyrrolidin-2-yl]-N-(1-methyl-1H-1,2,4-triazol-5-yl)acetamid